2-Methyl-2-propanyl (3S)-3-[(3-amino-6-bromo-2-pyrazinyl)amino]-1-piperidinecarboxylate NC=1C(=NC(=CN1)Br)N[C@@H]1CN(CCC1)C(=O)OC(C)(C)C